2-((4-((2-butyl-3,5-dioxo-1,2,4-thiadiazolidin-4-yl)methyl)benzyl)carbamoyl)phenyl acetate C(C)(=O)OC1=C(C=CC=C1)C(NCC1=CC=C(C=C1)CN1C(N(SC1=O)CCCC)=O)=O